C(C)OC=1C=C(C=CC1C=1NC(C2=C(N1)NN=N2)=O)C2=C(C=CC(=C2)O)O 5-(3-Ethoxy-2',5'-dihydroxy-[1,1'-biphenyl]-4-yl)-3,6-dihydro-7H-[1,2,3]triazolo[4,5-d]pyrimidin-7-one